4-[(R)-(5-chloro-2-pyridyl)-cyclopropyl-methyl]piperidin-4-ol ClC=1C=CC(=NC1)[C@H](C1(CCNCC1)O)C1CC1